1-((2-(trimethylsilyl) ethoxy) methyl)-1H-pyrrolo[2,3-b]pyridine-6-carboxylate C[Si](CCOCN1C=CC=2C1=NC(=CC2)C(=O)[O-])(C)C